CC1=CC=CC(=N1)C=1N=CN(C1C=1C=C2C=C(C=NC2=CC1)NC(OC(C)(C)C)=O)COCC[Si](C)(C)C tert-butyl (6-(4-(6-methylpyridin-2-yl)-1-((2-(trimethylsilyl)ethoxy)methyl)-1H-imidazol-5-yl)quinolin-3-yl)carbamate